BrC1=C(C(N(C(=C1)C(F)(F)F)OC)=O)NC 4-bromo-1-methoxy-3-(methylamino)-6-(trifluoromethyl)pyridin-2-one